4-[3-(2-cyanopropan-2-yl)benzamido]-2-fluorophenylcarbamic acid t-butyl ester C(C)(C)(C)OC(NC1=C(C=C(C=C1)NC(C1=CC(=CC=C1)C(C)(C)C#N)=O)F)=O